2-tetrahydrothiazolethione S1C(NCC1)=S